(2R,5R)-4-(tert-butoxycarbonyl)-5-methylmorpholine-2-carboxylic acid C(C)(C)(C)OC(=O)N1C[C@@H](OC[C@H]1C)C(=O)O